FC(C1=C2CCC(C2=CC=C1)=O)(F)F 4-(Trifluoromethyl)-2,3-dihydro-1H-inden-1-one